COC1=C(C=CC=C1)N1[C@@H](CCC1=O)C(C(C#N)=P(CCCC)(CCCC)CCCC)=O 3-[(2S)-1-(2-methoxyphenyl)-5-oxopyrrolidin-2-yl]-3-oxo-2-(tributyl-λ5-phosphanylidene)propane-nitrile